COC1=CC=C(C=C2C(N(C(S2)=S)CCC(=O)N)=O)C=C1 3-[5-(4-methoxybenzylidene)-4-oxo-2-thioxo-1,3-thiazolidin-3-yl]propionamide